2'-((6-(4-Methylpiperazin-1-yl)pyrimidin-4-yl)amino)spiro[cyclohexane-1,4'-thieno[2,3-c]pyrrol]-6'(5'H)-one CN1CCN(CC1)C1=CC(=NC=N1)NC1=CC2=C(C(NC23CCCCC3)=O)S1